para-sulfophenyl-10,15,20-trisulfophenylporphyrin S(=O)(=O)(O)C1=CC=C(C=C1)C1=C2NC(=C1C1=CC=CC=C1)C=C1C=CC(=N1)C(=C1C=CC(N1)=C(C=1C=CC(N1)=C2S(=O)(=O)O)S(=O)(=O)O)S(=O)(=O)O